N1CCC2(CC1)[C@@H](C1=C(C=NC=C1)C2)N (S)-5,7-dihydrospiro[cyclopenta[c]pyridin-6,4'-piperidin]-5-amine